N-[amino(methyl)methylene]-4-(methyl)benzenesulfonamide NC(=NS(=O)(=O)C1=CC=C(C=C1)C)C